C(#N)C1C2C=CC(C1)C2 5-cyanonorbornene